CC1(NCCC(C1)N([C@@H]1C[C@]2(N(C=3C(=NN=C(C3)C3=C(C(=CC=C3)F)O)NC2)C1)CC)C)C 2-((6aR,8R)-8-((2,2-dimethylpiperidin-4-yl)(methyl)amino)-6a-ethyl-5,6,6a,7,8,9-hexahydropyrrolo[1',2':4,5]pyrazino[2,3-c]pyridazin-2-yl)-6-fluorophenol